CC1=CC(=NO1)COC1=NN2C(C(=N1)N)=NC=C2CC2CCNCC2 2-((5-methylisoxazol-3-yl)methoxy)-7-(piperidin-4-ylmethyl)imidazo[2,1-f][1,2,4]triazin-4-amine